6-(5-chloro-2-pyridyl)-pyrrolo[3,4-b]pyrazine-5,7-dione ClC=1C=CC(=NC1)N1C(C2=NC=CN=C2C1=O)=O